O=C1NC(CCC1N1C(C2=CC=C(C=C2C1)OC1CCN(CC1)CCC1CCN(CC1)C(=O)OC(C)(C)C)=O)=O tert-butyl 4-(2-(4-((2-(2,6-dioxopiperidin-3-yl)-1-oxoisoindolin-5-yl)oxy)piperidin-1-yl)ethyl)piperidine-1-carboxylate